OCCCN(CCCO)CCCO tri(hydroxypropyl)amine